C(C)C1(C=CC=C1)[Mn] Ethyl-cyclopentadienyl-manganese (I)